C(C)C(CC)NC=1C=C(C=2N(N1)C(=NN2)CC(C)C)NCC2=NC=CC=C2 N6-(1-ethylpropyl)-3-isobutyl-N8-(2-pyridylmethyl)-[1,2,4]triazolo[4,3-b]pyridazine-6,8-diamine